(3R)-3-[4-({1-[(1-{1-[6-(2-HYDROXYPHENYL)PYRIDAZIN-4-YL]-4-PHENYLPIPERIDINE-4-CARBONYL}PIPERIDIN-4-YL)METHYL]PIPERIDIN-4-YL}METHOXY)PHENYL]PIPERIDINE-2,6-DIONE OC1=C(C=CC=C1)C1=CC(=CN=N1)N1CCC(CC1)(C(=O)N1CCC(CC1)CN1CCC(CC1)COC1=CC=C(C=C1)[C@@H]1C(NC(CC1)=O)=O)C1=CC=CC=C1